Methyl (2E)-4-(benzylcarbamoyl)-4-oxobut-2-enoate C(C1=CC=CC=C1)NC(=O)C(/C=C/C(=O)OC)=O